(S)-4-(3-bromophenyl)-6,8-dichloro-2-methyl-1,2,3,4-tetrahydroisoquinoline BrC=1C=C(C=CC1)[C@@H]1CN(CC2=C(C=C(C=C12)Cl)Cl)C